1H,2H,3H,3aH,4H-pyrrolo[2,3-b]1,7-naphthyridin-4-one N1CCC2C1=NC1=CN=CC=C1C2=O